CN(C)CC12CC(C1)(C2)C2=C(C=CC=C2)O [1-[(dimethylamino)methyl]-3-bicyclo[1.1.1]pentanyl]phenol